disodium disuccinamide C(CCC(=O)N)(=O)N.C(CCC(=O)N)(=O)N.[Na].[Na]